FC(C1=NN(C=C1S(=O)(=O)C(C1CCN(CC1)C(=O)NC1=NOC=C1)(F)F)C)F 4-(((3-(difluoro-methyl)-1-methyl-1H-pyrazol-4-yl)sulfonyl)difluoro-methyl)-N-(isoxazol-3-yl)piperidine-1-carboxamide